COC1=C(C=CC=C1)C1=NC(=NC=C1C(=O)OCC)C ethyl 4-(2-methoxyphenyl)-2-methylpyrimidine-5-carboxylate